S1SSC(SSC1)CC1SSSCSS1 bis(1,2,3,5,6-pentathiacycloheptyl)methane